CC=1N=C(C2=C(N1)C=NC(=C2)OCCC)N methyl-6-propoxypyrido[3,4-d]pyrimidin-4-amine